C1N(CC12CCCC2)C2=CC=C(C=C2)NC2=CC1=C(N(C(O1)=O)C)C=C2 6-((4-(2-Azaspiro[3.4]oct-2-yl)phenyl)amino)-3-methylbenzo[d]oxazol-2(3H)-one